7-(1-hydroxy-1-methyl-ethyl)-2-[1-(2-trimethylsilylethoxymethyl)pyrazol-4-yl]-12-oxa-3-thia-6-azatricyclo[6.4.1.04,13]trideca-1,4(13),7-trien-5-one OC(C)(C)C=1NC(C=2SC(=C3OCCCC1C32)C=3C=NN(C3)COCC[Si](C)(C)C)=O